C(C)OC(=O)C=1C2=C(N(N1)C1=CC=C(C=C1)CN1CCOCC1)C=1C(=CC=CC1S(C2)(=O)=O)C 9-Methyl-1-(4-(morpholinomethyl)phenyl)-1,4-dihydrothiochromeno[4,3-c]pyrazole-3-carboxylic acid ethyl ester 5,5-dioxide